CN(C1=CC=CC=C1)CCCCC(=O)OC methyl 5-(N-methylanilino)valerate